NC1=NC(=CC2=C1OCCN2C2=CC(=NC=C2)NC(CCN2CCN(CC2)C)=O)C2=C(C=CC(=C2)Cl)F N-{4-[5-amino-7-(5-chloro-2-fluorophenyl)-1H,2H,3H-pyrido[3,4-b][1,4]oxazin-1-yl]pyridin-2-yl}-3-(4-methylpiperazin-1-yl)propanamide